N-[(1S)-1-[4-({2-chloro-7-[(1S)-1-methoxyethyl]-[1,2,4]triazolo[1,5-a]pyrimidin-6-yl}amino)phenyl]-2,2,2-trifluoroethyl]-1-methanesulfonyl-N-methylpiperidine-3-carboxamide ClC1=NN2C(N=CC(=C2[C@H](C)OC)NC2=CC=C(C=C2)[C@@H](C(F)(F)F)N(C(=O)C2CN(CCC2)S(=O)(=O)C)C)=N1